BrC=1C(=NC=CC1)OC1=CC=C(C=C1)O 4-((3-bromopyridin-2-yl)oxy)phenol